tert-butyl (E)-2-(4-(3-(6-methoxybenzofuran-2-yl)-3-oxoprop-1-en-1-yl)-2,6-dimethylphenoxy)-2-methylpropanoate COC1=CC2=C(C=C(O2)C(/C=C/C2=CC(=C(OC(C(=O)OC(C)(C)C)(C)C)C(=C2)C)C)=O)C=C1